8-(tert-butyl) 3-(2-(trimethylsilyl) ethyl) (1S,2S,5R)-2-((S)-1-hydroxyethyl)-3,8-diazabicyclo[3.2.1]octane-3,8-dicarboxylate O[C@@H](C)[C@@H]1[C@@H]2CC[C@H](CN1C(=O)OCC[Si](C)(C)C)N2C(=O)OC(C)(C)C